ClC=1C(NN=CC1N1CC=2N=C(N=C(C2CC1)OC1=C(C=C(C=C1)F)C(F)(F)F)[C@@H](C)O)=O 4-chloro-5-[4-[4-fluoro-2-(trifluoromethyl)phenoxy]-2-[(1R)-1-hydroxyethyl]-5h,6h,7h,8h-pyrido[3,4-d]pyrimidin-7-yl]-2,3-dihydropyridazin-3-one